FC=1C(=C(C=CC1)NN1C(=CC=2C(NCCC21)=O)C2=C(C=NC=C2)C#CC21N(CC(C2)C1)C(C=C)=O)OC [(3-fluoro-2-methoxyphenyl)amino]-2-(3-{2-[2-(prop-2-enoyl)-2-azabicyclo[2.1.1]hexan-1-yl]ethynyl}pyridin-4-yl)-1H,5H,6H,7H-pyrrolo[3,2-c]pyridin-4-one